ClC=1C=C(C=CC1Cl)N1CC(CC1)C=1C(=C(C(=O)O)C(=CC1)CC)F 3-(1-(3,4-dichlorophenyl)pyrrolidin-3-yl)-6-ethyl-2-fluorobenzoic acid